tert-butyl 6-(benzothiazol-5-yl)-3,4-dihydropyridine-1(2H)-carboxylate S1C=NC2=C1C=CC(=C2)C2=CCCCN2C(=O)OC(C)(C)C